4-(4-(tert-butyl)phenyl)-2,5,5,7,7-pentamethyl-1,5,6,7-tetrahydro-s-indacenide C(C)(C)(C)C1=CC=C(C=C1)C1=C2C=C([CH-]C2=CC=2C(CC(C12)(C)C)(C)C)C